(R)-3-((1-(4-fluorophenyl)-4a-picolinoyl-4a,5,7,8-tetrahydro-1H-pyrazolo[3,4-g]isoquinolin-6(4H)-yl)sulfonyl)-N,N-dimethylbenzamide FC1=CC=C(C=C1)N1N=CC2=C1C=C1CCN(C[C@]1(C2)C(C2=NC=CC=C2)=O)S(=O)(=O)C=2C=C(C(=O)N(C)C)C=CC2